1-(5-chloro-3-fluoropyridin-2-yl)-4-(4-chlorobenzyl)-3-(3-methyloxetan-3-yl)piperazine-2,5-dione ClC=1C=C(C(=NC1)N1C(C(N(C(C1)=O)CC1=CC=C(C=C1)Cl)C1(COC1)C)=O)F